ClC1=C(C=CC=C1)C1=NC(=NO1)C1=CC2=C(N(N=N2)C(CO)(C)C)C=C1 2-(5-(5-(2-chlorophenyl)-1,2,4-oxadiazol-3-yl)-1H-benzo[d][1,2,3]triazol-1-yl)-2-methylpropan-1-ol